FC=1C=C(C(=C(C1)NC1=CC(=CC=C1)F)C)N 5-fluoro-N1-(3-fluorophenyl)-2-methylbenzene-1,3-diamine